3-[5-[3-(2,2-diethoxyethoxy)propyl]-3-methyl-2-oxo-benzimidazol-1-yl]piperidine-2,6-dione C(C)OC(COCCCC1=CC2=C(N(C(N2C)=O)C2C(NC(CC2)=O)=O)C=C1)OCC